NC=1N=CC(=NC1C)C1=CNC2=C(C=CC=C12)C#N 3-(5-amino-6-methylpyrazin-2-yl)-1H-indole-7-carbonitrile